C(C)(C)(C)OC(=O)N1CCC(CC1)(C(NC1=NC=C(C=C1)C1=NC(=CN=C1)OCC)=O)C1=NC(=NC=C1)NS(=O)(=O)C1CC1 4-(2-(cyclopropanesulfonylamino)pyrimidin-4-yl)-4-((5-(6-ethoxypyrazin-2-yl)pyridin-2-yl)carbamoyl)piperidine-1-carboxylic acid tert-butyl ester